(3-methyloxetan-3-yl)methyl (5-(pyridin-4-yl)-1H-benzo[d]imidazol-2-yl)carbamate N1=CC=C(C=C1)C1=CC2=C(NC(=N2)NC(OCC2(COC2)C)=O)C=C1